6-(2-methoxy-4-(trifluoromethyl)benzyl)-2-azaspiro[3.3]heptane trifluoroacetate FC(C(=O)O)(F)F.COC1=C(CC2CC3(CNC3)C2)C=CC(=C1)C(F)(F)F